2,3-bis(hydroxymethyl)-1,3-cyclopentadiene OCC1=CCC=C1CO